Methyl 5-(3-cyanobenzyl)-2-fluorobenzoate C(#N)C=1C=C(CC=2C=CC(=C(C(=O)OC)C2)F)C=CC1